FC(C1=C(C=C2CCCN(C2=C1)C=1C=C(C=C2CCNCC12)C1=CC(N(C=C1)C1CN(CCC1)CC1=CC=C(C=C1)OC)=O)C=1C=NN(C1)C)F 3-(4-(8-(7-(difluoromethyl)-6-(1-methyl-1H-pyrazol-4-yl)-3,4-dihydroquinoline-1(2H)-yl)-1,2,3,4-tetrahydroisoquinolin-6-yl)-2-oxopyridin-1(2H)-yl)-1-(4-methoxybenzyl)piperidine